NC1=C(C(=O)O)C=C(C=C1OC)OC 2-amino-3,5-dimethoxybenzoic acid